CN(C)CC1CCC12CCN(CC2)C(=O)[C@H](CC(C)C)N2C([C@@H](NCC2)CC(C)C)=O (S)-1-[(S)-1-({1-[(Dimethyl-amino)methyl]-7-aza-7-spiro[3.5]nonyl}carbonyl)-3-methylbutyl]-3-isobutyl-2-piperazinone